4-CYCLOPROPYL-3-(1,3-DIMETHYL-1H-PYRAZOL-4-YL)-N-(2-(TRIFLUOROMETHYL)PYRIDIN-4-YL)ISOTHIAZOLE-5-CARBOXAMIDE C1(CC1)C=1C(=NSC1C(=O)NC1=CC(=NC=C1)C(F)(F)F)C=1C(=NN(C1)C)C